CC1CN(CC1)S(=O)(=O)C=1C=C(C(=O)N2CC3(C4=CC(=CC=C24)NS(=O)(=O)C)CCCCC3)C=CC1 N-(1'-(3-((3-methylpyrrolidin-1-yl)sulfonyl)benzoyl)spiro[cyclohexane-1,3'-indolin]-5'-yl)methanesulfonamide